BrC1=C(C=C(S1)C=1N=CSC1N1CCN(CC1)C1CCCCC1)Cl 4-(5-bromo-4-chlorothien-2-yl)-5-(4-cyclohexylpiperazin-1-yl)thiazole